ClC=1C=C2C(=C3C4(NC(NC13)=O)CCCCC4)OC(=C2)C(=O)NC2CC2 5'-chloro-N-cyclopropyl-7'-oxo-7',8'-dihydro-6'H-spiro[cyclohexane-1,9'-furo[2,3-f]quinazoline]-2'-carboxamide